Cl.FC(C(C)(C)NN)(F)F (2,2,2-trifluoro-1,1-dimethyl-ethyl)hydrazine hydrochloride